ClC1=C(C=C2C=C(N=CC2=C1)NC(=O)C1C(C1)C1=NC=CC=C1)[C@H](CC#N)C N-(7-chloro-6-((S)-1-cyanopropan-2-yl)isoquinolin-3-yl)-2-(pyridin-2-yl)cyclopropane-1-carboxamide